C(=O)(O)CCNC=1N=[N+](C2=C([N+]1[O-])C=C(C(=C2)F)OC)[O-] 3-((2-carboxyethyl)amino)-7-fluoro-6-methoxybenzo[e][1,2,4]triazine-1,4-dioxide